NC1=C(C=O)C=C(C(=C1)F)F 2-Amino-4,5-difluorobenzaldehyde